3-(1-cyclopropyl-1H-pyrazol-4-yl)-5-(2,3-dihydro-1H-inden-4-yl)-6-methoxy-1H-pyrazolo[4,3-b]pyridine C1(CC1)N1N=CC(=C1)C1=NNC=2C1=NC(=C(C2)OC)C2=C1CCCC1=CC=C2